FC(C=1C=CC(=NC1)C1CCC(CC1)N1CC2(CS(C2)(=O)=O)CC1)(F)F 6-((1s,4s)-4-(5-(Trifluoromethyl)pyridin-2-yl)cyclohexyl)-2-thia-6-azaspiro[3.4]octane 2,2-dioxide